3-(5-((1-(3-Methyl-1H-indole-2-carbonyl)piperidin-4-ylidene)methyl)-1-oxoisoindolin-2-yl)piperidine-2,6-dione CC1=C(NC2=CC=CC=C12)C(=O)N1CCC(CC1)=CC=1C=C2CN(C(C2=CC1)=O)C1C(NC(CC1)=O)=O